ClC1=C(C=C(C=C1)[N+](=O)[O-])C1=CC=C(O1)C=C1C(C2=C(S1)C=CC=C2)=O 2-[[5-(2-Chloro-5-nitrophenyl)-2-furanyl]methylene]benzo[b]thiophen-3(2H)-one